C(=O)=C(CCCC(=O)O)CCCCC L-5-carbonyl-decanoic acid